O=C1NC(CCC1N1C(C2=CC=CC(=C2C1)CNC(C(C1=CC=C(C=C1)C1CCNCC1)=O)=O)=O)=O ((2-(2,6-dioxopiperidin-3-yl)-1-oxoisoindolin-4-yl)methyl)-2-oxo-2-(4-(piperidin-4-yl)phenyl)acetamide